N1C(=CC=C1)[Si](OCC)(OCC)C=1NC=CC1 dipyrrolyl-diethoxysilane